FC(C1=CC=C(OCC(=O)O)C=C1)(F)F 2-[4-(trifluoromethyl)phenoxy]acetic acid